C1(=CC=CC=C1)C(C1=CC=CC=C1)=NCC(=O)OCCCC butyl 2-(diphenylmethyleneamino)acetate